FC([C@@H]1CC2=C(N(N=C2C(=O)N2CCC(CC2)O)CC(=O)N2CCN(CC2)C2=C(C(=CC=C2)C)C)C1)F |r| 2-[rac-5-(Difluoromethyl)-3-(4-hydroxypiperidin-1-carbonyl)-5,6-dihydro-4H-cyclopenta[c]pyrazol-1-yl]-1-[4-(2,3-dimethylphenyl)piperazin-1-yl]ethanon